CC=1C=C2C(=NC1C(=O)O)CCC2 3-methyl-6,7-dihydro-5H-cyclopenta[b]pyridine-2-carboxylic acid